I[SiH](N([SiH](I)I)CC(C)C)I 1,1,3,3-tetraiodo-2-iso-butyldisilazane